(S)-2-(1-amino-1,3-dihydro-spiro[inden-2,4'-piperidin]-1'-yl)-5-(3-(4-chloro-2,3-dihydroxyphenyl)prop-1-yn-1-yl)-3-methylpyridin-4(3H)-one NC1C2=CC=CC=C2CC12CCN(CC2)C2=NC=C(C([C@H]2C)=O)C#CCC2=C(C(=C(C=C2)Cl)O)O